N1C=NC2=C1C=CC(=C2)CNC2=NC=CC=C2C2=CC(=C(C=C2)OC)OC N-(1H-1,3-benzodiazol-5-ylmethyl)-3-(3,4-dimethoxy-phenyl)pyridin-2-amine